C(C)(C)C=1SC(=C(N1)C)C1=CC=C(C=C1)[N+](=O)[O-] 2-isopropyl-4-methyl-5-(4-nitrophenyl)thiazole